2-(5,6-Difluoro-benzothiazol-2-ylamino)-1-methyl-1H-benzoimidazole FC=1C(=CC2=C(N=C(S2)NC2=NC3=C(N2C)C=CC=C3)C1)F